NC1=C(SC=2N=C(SC21)C)C(=O)NC2CC=1C=CC(=NC1CC2)N2CC(C(C2)COC)N 6-amino-N-{2-[3-amino-4-(methoxymethyl)pyrrolidin-1-yl]-5,6,7,8-tetrahydroquinolin-6-yl}-2-methylthieno[2,3-d][1,3]thiazole-5-carboxamide